FC(C1(CC2(CN(C2)C(=O)OC(C)(C)C)C1)O)F tert-Butyl 6-(difluoromethyl)-6-hydroxy-2-azaspiro[3.3]heptane-2-carboxylate